1,3-bis(3-aminophenoxy)benzophenone NC=1C=C(OC2(C(=O)C3=CC=CC=C3)CC(=CC=C2)OC2=CC(=CC=C2)N)C=CC1